Cl.CC=1[N+](=CSC1CCO)CC=1C(=NC(=NC1)C)N 4-methyl-3-[(2-methyl-4-amino-5-pyrimidinyl)methyl]-5-(2-hydroxyethyl)thiazolium hydrochloride